C1(CC1)CN1C(=CC=2C1=NC(=CC2)C=2C=C1C=NNC1=CC2)C2=NN1C(C=CC(=C1)C(=O)N1C[C@@H](C[C@H](C1)F)N)=C2C (3R,5R)-1-{2-[1-(cyclopropylmethyl)-6-(1H-indazol-5-yl)-1H-pyrrolo[2,3-b]pyridin-2-yl]-3-methylpyrazolo[1,5-a]pyridine-6-carbonyl}-5-fluoropiperidin-3-amine